phosphatrioxane P1OOOCC1